O1CCN(CC1)C=1C=CC(=NC1)NC1=NC(=NS1)C1=NC=CC=C1 N-(5-morpholinopyridin-2-yl)-3-(pyridin-2-yl)-1,2,4-thiadiazol-5-amine